C(C(C)C)C1=C2C(=NC(=N1)NC=1N=CN(C1)C1=CC(=C(C(=C1)OC)OC)OC)N(N=C2)C(C)C 4-isobutyl-1-isopropyl-N-(1-(3,4,5-trimethoxyphenyl)-1H-imidazol-4-yl)-1H-pyrazolo[3,4-d]pyrimidin-6-amine